m-toluylsulfonat C1(=CC(=CC=C1)S(=O)(=O)[O-])C